(R)-(1-(4-fluorophenyl)-6-((1-propyl-1H-1,2,3-triazol-5-yl)sulfonyl)-4,4a,5,6,7,8-hexahydro-1H-pyrazolo[3,4-g]isoquinolin-4a-yl)(pyridin-2-yl)methanone FC1=CC=C(C=C1)N1N=CC2=C1C=C1CCN(C[C@]1(C2)C(=O)C2=NC=CC=C2)S(=O)(=O)C2=CN=NN2CCC